COC1=CC(=C(CNC(=O)C2CCN(CC2)CC2=CSC=C2)C=C1)OC(F)(F)F N-(4-methoxy-2-(trifluoromethoxy)benzyl)-1-(thiophen-3-ylmethyl)piperidine-4-carboxamide